(R)-4-(3-((2-((3-Methyl-1-(1-methylpyrrolidin-3-yl)-1H-pyrazol-4-yl)amino)-5-(trifluoromethyl)pyrimidin-4-yl)amino)propyl)-1,4-oxazepan-5-on CC1=NN(C=C1NC1=NC=C(C(=N1)NCCCN1CCOCCC1=O)C(F)(F)F)[C@H]1CN(CC1)C